COC=1C(=NC(=NC1C1=CC(=CC=C1)N1N=C(C=C1)C)N1CCOCC1)NC1=CC=NC=C1 5-methoxy-6-(3-(3-methyl-1H-pyrazol-1-yl)phenyl)-2-morpholino-N-(pyridin-4-yl)pyrimidin-4-amine